FC=1C=CC(=C(C1)NC(OC(C)(C)C)=O)NC(C1=CC=C(C=C1)CNC(C(F)(F)F)=O)=O tert-butyl (5-fluoro-2-(4-((2,2,2-trifluoroacetamido)-methyl)-benzamido)-phenyl)-carbamate